6-bromo-3-methyl-1-(p-tolylsulfonyl)pyrazolo[4,3-b]pyridine BrC=1C=C2C(=NC1)C(=NN2S(=O)(=O)C2=CC=C(C=C2)C)C